ClC=1C(=NC(=NC1C(F)(F)F)S(=O)(=O)C)C=1C=CC(N(C1)CC1=CC(=C(C=C1)OC)OC)=O 5-(5-chloro-2-(methylsulfonyl)-6-(trifluoromethyl)pyrimidin-4-yl)-1-(3,4-dimethoxybenzyl)pyridin-2(1H)-one